C1(=CC(=CC=C1)CN(C)C)CN(C)C m-xylylenedi(dimethylamine)